phenylthiosulfinyl-benzene C1(=CC=CC=C1)S(=S)C1=CC=CC=C1